BrC1=NC(=CC=C1O[C@H]1C[C@H](CC1)NC(OC(C)(C)C)=O)CO tert-Butyl ((1S,3R)-3-((2-bromo-6-(hydroxymethyl)pyridin-3-yl)oxy)cyclopentyl)carbamate